CN1CCCCC1 (E)-1-methyl-piperidine